C[Si](C#CC#CC(CCCCC)O)(C)C 1-(trimethylsilyl)-decyne-1-yne-5-ol